N-(2-hydroxyphenyl)piperazine C1CN(CCN1)C2=CC=CC=C2O